N[14C@@H](CO)C(=O)O [14C]-serine